9-(4'-(N-carbazolyl)phenyl)-10-(Dimethylboryl)Anthracene C1=CC=CC=2C3=CC=CC=C3N(C12)C1=CC=C(C=C1)C=1C2=CC=CC=C2C(=C2C=CC=CC12)B(C)C